N-(4-Amino-2-methyl-6-oxo-1,6-dihydropyrimidin-5-yl)-5-iodo-2-methylbenzamide NC=1N=C(NC(C1NC(C1=C(C=CC(=C1)I)C)=O)=O)C